C1(CC1)C(=O)NC=1C=C(C(=O)NC=2C=NC=C(C2)OCC2CCN(CC2)CC2=CC=C(C=C2)F)C=CN1 2-(cyclopropanecarboxamido)-N-(5-((1-(4-fluorobenzyl)piperidin-4-yl)methoxy)pyridin-3-yl)isonicotinamide